CC(C)(C)OC(=O)N(C)CCN N-Boc-N-methyl-ethylenediamine